2',2'',3,5,6',6''-Hexafluoro-4''-propoxy-[1,1':4',1''-terphenyl]-4-carbonitrile FC1=C(C(=CC(=C1)C1=C(C=C(C=C1F)OCCC)F)F)C1=CC(=C(C(=C1)F)C#N)F